N[C@]1(CN(CC1)C1=C(C(=C(C=C1Cl)Cl)CN(C)C)CN1C2=NC=NC(=C2N=C1)N)C(=O)NC1CC1 (R)-3-amino-1-(2-((6-amino-9H-purin-9-yl)methyl)-4,6-dichloro-3-((dimethylamino)methyl)phenyl)-N-cyclopropylpyrrolidine-3-carboxamide